3-(Adamantan-1-yl)-4-(tert-butyldimethylsilyloxy)bromobenzene C12(CC3CC(CC(C1)C3)C2)C=2C=C(C=CC2O[Si](C)(C)C(C)(C)C)Br